C1(CC1)C=1C=2N(C=C(C1)[N+](=O)[O-])C=CN2 8-Cyclopropyl-6-nitroimidazo[1,2-a]pyridine